O1CCOC2=NC=C(C=C21)S(=O)(=O)N2N=C1C(=C2)CN(C1)C([C@H](CO)C1=C(C=CC=C1)F)=O (2S)-1-(2-{2H,3H-[1,4]dioxino[2,3-b]pyridine-7-sulfonyl}-2H,4H,5H,6H-pyrrolo[3,4-c]pyrazol-5-yl)-2-(2-fluorophenyl)-3-hydroxypropan-1-one